C(C)(C)(C)OO tertiarybutyl hydroperoxide